OC1=C(C=C(C=C1C)C=1NC(C2=C(C=C(C=C2C1)OC)OC)=O)C 3-(4-hydroxy-3,5-dimethylphenyl)-6,8-dimethoxyisoquinolin-1(2H)-one